4-(5-methyl-7H-pyrrolo[2,3-d]pyrimidin-4-yl)-6-phenyl-3,4-dihydro-2H-1,4-thiazine CC1=CNC=2N=CN=C(C21)N2CCSC(=C2)C2=CC=CC=C2